4-(triethoxysilyl)-butyronitrile C(C)O[Si](CCCC#N)(OCC)OCC